4-[1-[1-[(4-methoxyphenyl)methyl]-2,6-dioxo-3-piperidinyl]-3-methyl-2-oxo-benzimidazol-4-yl]oxypiperidine-1-carboxylic acid tert-butyl ester C(C)(C)(C)OC(=O)N1CCC(CC1)OC1=CC=CC=2N(C(N(C21)C)=O)C2C(N(C(CC2)=O)CC2=CC=C(C=C2)OC)=O